Cl.C(C)OC(C[C@@H](C1=CC(=CC=C1)OC1=C(C=CC=C1)OC)N)=O (S)-3-amino-3-(3-(2-methoxyphenoxy)phenyl)propanoic acid ethyl ester hydrochloride